C(C)N1C(C(C(C2=CC(=CC=C12)C=1C=NN(C1)CC1=C(C=C(C=C1)C(F)(F)F)F)=O)O)=O 1-ethyl-6-(1-(2-fluoro-4-(trifluoromethyl)benzyl)-1H-pyrazol-4-yl)-3-hydroxyquinoline-2,4(1H,3H)-dione